ClC=1C(=C(C=CC1)CC(=O)OC(C)(C)C)[N+](=O)[O-] tert-butyl 2-(3-chloro-2-nitrophenyl)acetate